(1H-indol-3-yl)-5-(pyridin-4-yl)isoindoline-2-carboxamide N1C=C(C2=CC=CC=C12)C1N(CC2=CC(=CC=C12)C1=CC=NC=C1)C(=O)N